[(2R)-pyrrolidin-2-yl]methyl 6-[5-(6-methyl-2-pyridyl)-1H-pyrazol-4-yl]quinoline-4-carboxylate CC1=CC=CC(=N1)C1=C(C=NN1)C=1C=C2C(=CC=NC2=CC1)C(=O)OC[C@@H]1NCCC1